methyl-5-(4-methylpent-3-enyl)furan-2-one CC1C(OC(=C1)CCC=C(C)C)=O